8-Bromo-6-nitro-4H-1,4-benzoxazin-3-one BrC1=CC(=CC=2NC(COC21)=O)[N+](=O)[O-]